(2-(3-nitrophenyl)cyclobutyl)methanol [N+](=O)([O-])C=1C=C(C=CC1)C1C(CC1)CO